nicotinic acid-N-methoxybenzyl amide CON(C(C1=CN=CC=C1)=O)CC1=CC=CC=C1